methyl 1-(3-((tert-butyldimethylsilyl) oxy) propyl)-5-chloro-1H-pyrrolo[3,2-b]pyridine-7-carboxylate [Si](C)(C)(C(C)(C)C)OCCCN1C=CC2=NC(=CC(=C21)C(=O)OC)Cl